((2S,3R,6R)-3-(((5-(Difluoromethyl)pyrazin-2-yl)amino)methyl)-2,6-dimethylmorpholino)(4-(5-fluoropyridin-2-yl)-1,5-dimethyl-1H-pyrazol-3-yl)methanone FC(C=1N=CC(=NC1)NC[C@@H]1[C@@H](O[C@@H](CN1C(=O)C1=NN(C(=C1C1=NC=C(C=C1)F)C)C)C)C)F